NCCOCCNC(C1=C(C=C(C=C1)NC=1C=2N(C=CN1)C(=CN2)C2=C(C(=C(C=C2)Cl)F)F)CC)=O N-[2-(2-aminoethoxy)ethyl]-4-[[3-(4-chloro-2,3-difluoro-phenyl)imidazo[1,2-a]pyrazin-8-yl]amino]-2-ethylbenzamide